3-(aminomethyl)phenylboric acid NCC=1C=C(C=CC1)OB(O)O